3-(Perfluoro-2-butyl)propane-1,2-diol FC(C(C(C(F)(F)F)(F)F)(CC(CO)O)F)(F)F